(S)-2-(3-chlorophenyl)-2-methyl-1-phenylpropyl ((S)-1-(((S)-4-(cyclopropylamino)-3,4-dioxo-1-((S)-2-oxopyrrolidin-3-yl)butan-2-yl)amino)-1-oxohexan-2-yl)carbamate C1(CC1)NC(C([C@H](C[C@H]1C(NCC1)=O)NC([C@H](CCCC)NC(O[C@H](C(C)(C)C1=CC(=CC=C1)Cl)C1=CC=CC=C1)=O)=O)=O)=O